methyl 3-[2-[2-[(tert-butoxycarbonylamino)methyl]-4-pyridyl]ethynyl]benzoate C(C)(C)(C)OC(=O)NCC1=NC=CC(=C1)C#CC=1C=C(C(=O)OC)C=CC1